3-(cyclopropylmethyl)-1-(9a,10-dihydroindeno[1,2-a]inden-4b(9H)-yl)-5-hydroxy-2,3-dihydro-1H-pyrido[2,1-f][1,2,4]triazine-4,6-dione C1(CC1)CN1CN(N2C(C1=O)=C(C(C=C2)=O)O)C21C(CC3=CC=CC=C23)CC=2C=CC=CC21